Cl[Pd]Cl dichloro-palladamethane